C(N)(O[C@H](C(=O)NC=1C=C2CC(CC2=CC1N)(C(NC)=O)NC(=O)OC(C)(C)C)C1CCCCC1)=O ((1S)-2-((6-amino-2-((tert-butoxycarbonyl) amino)-2-(methylcarbamoyl)-2,3-dihydro-1H-inden-5-yl) amino)-1-cyclohexyl-2-oxoethyl) carbamate